2,5-dibromo-N-(4-(N-(3-chloro-2-methylphenyl)sulfamoyl)phenyl)benzenesulfonamide tert-butyl-(S)-3-((8-(benzyl(methyl)carbamoyl)quinolin-5-yl)amino)pyrrolidine-1-carboxylate C(C)(C)(C)OC(=O)N1C[C@H](CC1)NC1=C2C=CC=NC2=C(C=C1)C(N(C)CC1=CC=CC=C1)=O.BrC1=C(C=C(C=C1)Br)S(=O)(=O)NC1=CC=C(C=C1)S(NC1=C(C(=CC=C1)Cl)C)(=O)=O